S(=O)(=O)([O-])[O-].[Rh+3].[K+].S(=O)(=O)([O-])[O-] Kalium-Rhodium sulfat